2-(p-tolyl)-1,2,3,4-tetrahydroisoquinoline C1(=CC=C(C=C1)N1CC2=CC=CC=C2CC1)C